[3-(4-fluorophenoxy)azetidine-1-carbonyl]-6-methyl-N-(1-methylcyclopropyl)furo[2,3-d]pyrimidin-4-amine FC1=CC=C(OC2CN(C2)C(=O)C=2N=C(C3=C(N2)OC(=C3)C)NC3(CC3)C)C=C1